(R)-2-amino-4-(2-hydroxypropoxy)phenol NC1=C(C=CC(=C1)OC[C@@H](C)O)O